((3S,7aR)-7a-(((7-chloro-8-fluoro-4-(2-((tetrahydro-2H-pyran-2-yl)oxy)-6-azaspiro[3.5]nonan-6-yl)pyrido[4,3-d]pyrimidin-2-yl)oxy)methyl)hexahydro-1H-pyrrolizin-3-yl)methanol ClC1=C(C=2N=C(N=C(C2C=N1)N1CC2(CC(C2)OC2OCCCC2)CCC1)OC[C@@]12CCCN2[C@@H](CC1)CO)F